FC(C1=NC2=C(N1C1=NC(=NC(=N1)N1CCOCC1)N1CCN(CC1)C(CCOCCOCCOCCONC(OC(C)(C)C)=O)=O)C=CC=C2)F tert-butyl 2-(2-(2-(3-(4-(4-(2-(difluoromethyl)-1H-benzo[d]imidazol-1-yl)-6-morpholino-1,3,5-triazin-2-yl)piperazine-1-yl)-3-oxopropoxy)ethoxy)ethoxy)ethoxycarbamate